FC=1C(=CC=2C3=C(NC(C2C1)=O)COC[C@H]3N(C(=O)C3C=1C=CC=CC1C3)C)F N-((S)-8,9-Difluoro-6-oxo-1,4,5,6-tetrahydro-2H-pyrano[3,4-c]isoquinolin-1-yl)-N-methylbicyclo[4.2.0]octa-1(6),2,4-triene-7-carboxamide